6-(4-chlorobenzyl)-9-methoxy-3-(tetrahydro-2H-pyran-4-ylmethyl)pyrimido[4,5-e][1,2,4]triazolo[4,3-c]pyrimidin-5(6H)-one ClC1=CC=C(CN2C(N3C(C4=C2C=NC(=N4)OC)=NN=C3CC3CCOCC3)=O)C=C1